NC1=C2C(=NC=N1)N(N=C2C2=CC=C(C=C2)OC2=CC=CC=C2)C2CCC(CC2)N2CCN(CC2)C2=CN(C=CC=C2)C=2C=C1C(N(C(C1=CC2F)=O)[C@H]2C(NC(CC2)=O)=O)=O 5-(3-(4-((1s,4s)-4-(4-amino-3-(4-phenoxyphenyl)-1H-pyrazolo[3,4-d]pyrimidin-1-yl)cyclohexyl)piperazin-1-yl)azepin-1-yl)-2-((R)-2,6-dioxopiperidin-3-yl)-6-fluoroisoindole-1,3-dione